2-(4-isobutylphenyl)-1,2-epoxypropane C(C(C)C)C1=CC=C(C=C1)C1(CO1)C